2,3-difluoro-4-[5-(methoxymethyl)thiophen-3-yl]benzaldehyde FC1=C(C=O)C=CC(=C1F)C1=CSC(=C1)COC